ClC=1C=C(C=CC1)CCN1CC(OCCC1)COC1=CC=C(C=C1)N(S(=O)(=O)C)C N-(4-((4-(3-chlorophenyl-ethyl)-1,4-oxazepan-2-yl)methoxy)phenyl)-N-methyl-methanesulfonamide